COC(C1=CC(=C(C(=C1)I)N=NN(CC)CC)OC1CC1)=O 3-(Cyclopropyloxy)-4-[3,3-diethyltriaz-1-en-1-yl]-5-iodobenzoic acid methyl ester